ClC=1C(=NC=CC1C=1C(=C(C=CC1)NC(=O)C1=CC=C(C=N1)CN(C(OC(C)(C)C)=O)CCO)C)C1=CC(=C(C(=C1)OC)CNCCO)F tert-Butyl ((6-((3-(3-chloro-2-(3-fluoro-4-(((2-hydroxyethyl)amino)methyl)-5-methoxyphenyl)pyridin-4-yl)-2-methylphenyl)carbamoyl)pyridin-3-yl)methyl)(2-hydroxyethyl)carbamate